3,6-dibromo-9-(4-bromophenyl)carbazole BrC=1C=CC=2N(C3=CC=C(C=C3C2C1)Br)C1=CC=C(C=C1)Br